2-hydroxy-2-methyl-spiro[3.5]nonan-7-one OC1(CC2(C1)CCC(CC2)=O)C